acryloxypropyltrimeth-oxysilan C(C=C)(=O)OCCC[Si](OC)(OC)OC